(E)-tetracos-6-en-10-ol CCCCC\C=C\CCC(CCCCCCCCCCCCCC)O